COC=1C=C2N=CC(N(C2=CC1)C)=O 6-methoxy-1-methylquinoxalin-2(1H)-one